C1(CCCC1)OC=1C=C(C=C(C1F)F)[C@H]1[C@@H](C1)C=1C=NC(=NC1)C1=NC=CC=N1 trans-5-[2-[3-(cyclopentoxy)-4,5-difluoro-phenyl]cyclopropyl]-2-pyrimidin-2-yl-pyrimidine